Bis(quinolin-8-olate) copper [Cu+2].N1=CC=CC2=CC=CC(=C12)[O-].N1=CC=CC2=CC=CC(=C12)[O-]